butyl-3-(2-((2,6-dimethyl-14-octadecyldotriacontan-9-yl)amino)ethyl)-2-methyl-1H-imidazol-3-ium chloride [Cl-].C(CCC)N1C(=[N+](C=C1)CCNC(CCC(CCCC(C)C)C)CCCCC(CCCCCCCCCCCCCCCCCC)CCCCCCCCCCCCCCCCCC)C